C[C@@H]1O[C@@H](CN(C1)C=1C=CC=2N(N1)C(=CN2)C=2C=C(C(=O)N)C=CC2)C 3-(6-((2S,6R)-2,6-dimethylmorpholino)imidazo[1,2-b]pyridazin-3-yl)benzamide